2-cyano-N-(4-(N,N-dimethylaminosulfonyl)phenyl)acetamide C(#N)CC(=O)NC1=CC=C(C=C1)S(=O)(=O)N(C)C